titanium-titanium silicon [Si].[Ti].[Ti]